COC(=O)C=1C=CC=C2C=CC=NC12 Methyl-8-quinolinate